p-(tert-butyl)phenol C(C)(C)(C)C1=CC=C(C=C1)O